(R)-methyl 3-((2-(2-chloro-5-trityl-5H-pyrrolo[2,3-b]pyrazin-7-yl)-5-fluoro-6-(furan-2-yl)pyrimidin-4-yl)amino)-4,4-dimethylpentanoate ClC=1N=C2C(=NC1)N(C=C2C2=NC(=C(C(=N2)N[C@H](CC(=O)OC)C(C)(C)C)F)C=2OC=CC2)C(C2=CC=CC=C2)(C2=CC=CC=C2)C2=CC=CC=C2